(S)-6-(piperidin-4-yloxy)-N-(5-(tetrahydro-2H-pyran-3-yl)-1H-pyrazol-3-yl)pyrazin-2-amine N1CCC(CC1)OC1=CN=CC(=N1)NC1=NNC(=C1)[C@H]1COCCC1